FC(S(=O)(=O)NCCCNC(CC=1N=CC2=CC=C(C=C2C1)C1=NC(=CC=C1)N1C[C@@H](O[C@@H](C1)C)C)=O)F N-(3-((difluoromethyl)sulfonamido)propyl)-2-(6-(6-((cis)-2,6-dimethylmorpholino)pyridin-2-yl)isoquinolin-3-yl)acetamide